(3R)-N-[5-(2,5-difluorophenyl)-1H-indazol-3-yl]piperidine-3-carboxamide hydrochloride Cl.FC1=C(C=C(C=C1)F)C=1C=C2C(=NNC2=CC1)NC(=O)[C@H]1CNCCC1